P(=O)(O)(O)C(CC(=O)[O-])(CCC(=O)[O-])C(=O)[O-].[NH4+].[NH4+].[NH4+] ammonium 2-phosphonobutane-1,2,4-tricarboxylate